2-[[(6-bromo-3-ethylsulfonyl-pyrazolo[1,5-a]pyridin-2-yl)amino]methyl]-5-(trifluoromethyl)pyridine-3-carboxylic acid BrC=1C=CC=2N(C1)N=C(C2S(=O)(=O)CC)NCC2=NC=C(C=C2C(=O)O)C(F)(F)F